C(C1=CC=CC=C1)N[C@@H]1C[C@@H](N(CC1)C(C(=O)NC=1C=C(C=NC1)C(=O)N)=O)C1=CC=CC=C1 5-[[2-[(2R,4S)-4-(benzylamino)-2-phenyl-1-piperidyl]-2-oxo-acetyl]amino]pyridine-3-carboxamide